(2R,5S)-2-(2-bromo-6-chloropyridin-4-yl)-4-(4-methoxybenzyl)-5-(methoxymethyl)morpholine BrC1=NC(=CC(=C1)[C@@H]1CN([C@H](CO1)COC)CC1=CC=C(C=C1)OC)Cl